2,5-furandicarboxylic acid, monomethyl ester O1C(=CC=C1C(=O)[O-])C(=O)OC